COC(=O)C1=CC(=NC(=C1)Cl)C1=NC(=CC(=C1)C(=O)OC)Cl 6,6'-dichloro(2,2'-bipyridine)-4,4'-dicarboxylic acid dimethyl ester